tert-butyl 3-[(3R)-3-[4-amino-3-(4-phenoxyphenyl)pyrazolo[3,4-d]pyrimidin-1-yl]-1-piperidyl]azetidine-1-carboxylate NC1=C2C(=NC=N1)N(N=C2C2=CC=C(C=C2)OC2=CC=CC=C2)[C@H]2CN(CCC2)C2CN(C2)C(=O)OC(C)(C)C